3-fluoro-2-(6-(((1s,2s,3r,5r)-2-fluoro-9-azabicyclo[3.3.1]non-3-yl)oxy)pyridazin-3-yl)-5-(1-methyl-1H-pyrazol-4-yl)phenol FC=1C(=C(C=C(C1)C=1C=NN(C1)C)O)C=1N=NC(=CC1)O[C@H]1[C@H]([C@@H]2CCC[C@H](C1)N2)F